(R)-beta-aminopentanoic acid N[C@@H](CC(=O)O)CC